bis(t-butylbutylamino)silane C(C)(C)(C)N(CCCC)[SiH2]N(C(C)(C)C)CCCC